O1CCC(CC1)N1N=CC=2C1=NC=NC2N 1-tetrahydropyran-4-yl-pyrazolo[3,4-d]pyrimidin-4-amine